2-[[5-bromo-2-[4-[2-(methylamino)ethylsulfamoyl]anilino]pyrimidin-4-yl]amino]-6-fluoro-benzamide BrC=1C(=NC(=NC1)NC1=CC=C(C=C1)S(NCCNC)(=O)=O)NC1=C(C(=O)N)C(=CC=C1)F